C(C)(C)(C)C=1C=C(C=CC1)C1=CC(=CC=C1)[C@H](C(=O)N1CC2=C(CCC1)N=C(NC2=O)C2(CC2)C=2C=NC=C(C2)C(C)C)O (R)-6-(2-(3'-(tert-butyl)-[1,1'-biphenyl]-3-yl)-2-hydroxyacetyl)-2-(1-(5-isopropylpyridin-3-yl)cyclopropyl)-3,5,6,7,8,9-hexahydro-4H-pyrimido[5,4-c]azepin-4-one